3-(1-methyl-1H-indol-5-yl)-1,5,6,7-tetrahydro-2H-cyclopenta[4,5]thieno[2,3-d]pyrimidine-2,4(3H)-dione CN1C=CC2=CC(=CC=C12)N1C(NC2=C(C1=O)C1=C(S2)CCC1)=O